O1CCN(CC1)CCOC=1C=C2C=C(NC2=CC1)C(=O)C=1NC2=CC=C(C=C2C1)NC(OC(C)(C)C)=O tert-Butyl (2-(5-(2-morpholinoethoxy)-1H-indole-2-carbonyl)-1H-indol-5-yl)carbamate